C(C)C1NC2=CC(=C(C=C2NC1=O)C(=O)OC)F methyl 2-ethyl-7-fluoro-3-oxo-2,4-dihydro-1H-quinoxaline-6-carboxylate